α-bromoacetic acid BrCC(=O)O